NC1=C(C(=C(C=C1)C=1C(=C2C(=NC1)NC[C@@]21C[C@@H](CC1)C(=O)NCCO)Cl)F)C(N(C)C)=O (1S,3R)-5'-(4-Amino-3-(dimethylcarbamoyl)-2-fluorophenyl)-4'-chloro-N-(2-hydroxyethyl)-1',2'-dihydrospiro[cyclopentane-1,3'-pyrrolo[2,3-b]pyridine]-3-carboxamide